ClC1=CC=C(OC2=CC(=C(C=C2)[C@@](CN2N=CN=C2)(C)O)C(F)(F)F)C=C1 (2R)-2-[4-(4-chlorophenoxy)-2-(trifluoro-methyl)phenyl]-1-(1,2,4-triazol-1-yl)propan-2-ol